C(C)(=O)OCC(=O)N1C2=CC=CC=3C=C(N(CC1)C32)C3=NC2=C(N3C)C(=CC(=C2)C(=O)OC)OC methyl 2-[9-(2-acetoxyacetyl)-1,9-diazatricyclo[6.3.1.04,12]dodeca-2,4(12),5,7-tetraen-2-yl]-7-methoxy-1-methyl-benzimidazole-5-carboxylate